BrC1=NO[C@H](C1)C=1C=CC(=C(NC2=CC(=CC=C2)C(F)(F)F)C1)C=1N=CN(C1)C 5-[(5R)-3-Bromo-4,5-dihydroisoxazol-5-yl]-2-(1-methylimidazol-4-yl)-N-[3-(trifluoromethyl)phenyl]aniline